N1C=C(C2=CC3=C(C=C12)CC3)CC(=O)N(C)OC 2-(5,6-dihydro-1H-cyclobut[f]indol-3-yl)-N-methoxy-N-methylacetamide